4-oxa-tricyclo[5.2.1.02,6]Dec-8-ene-3,5-dione C12C3C(OC(C3C(C=C1)C2)=O)=O